tert-butyl (R)-methyl((8-(thiazol-4-yl)chroman-4-yl)methyl)carbamate CN(C(OC(C)(C)C)=O)C[C@@H]1CCOC2=C(C=CC=C12)C=1N=CSC1